N[C@H]1[C@@H](CC=CC1)C(=O)O TRANS-2-AMINO-4-CYCLOHEXENE-1-CARBOXYLIC ACID